5-(2-ethoxy-3-pyridyl)-1-isopropyl-N-[(6-methoxy-3-pyridyl)methyl]-3-methyl-pyrazolo[4,3-b]pyridin-7-amine C(C)OC1=NC=CC=C1C1=CC(=C2C(=N1)C(=NN2C(C)C)C)NCC=2C=NC(=CC2)OC